tert-butyl 3-(4-bromo-3-fluorobenzyl)azetidine-1-carboxylate BrC1=C(C=C(CC2CN(C2)C(=O)OC(C)(C)C)C=C1)F